FC1=C(C=C(C(=C1)C)C1=CC(=NC(=C1)OCCOC1OCCCC1)N1CCOCC1)NC(=O)N1CC(CC1)C(F)(F)F N-(2-fluoro-4-methyl-5-(2-morpholino-6-(2-((tetrahydro-2H-pyran-2-yl)oxy)ethoxy)pyridin-4-yl)phenyl)-3-(trifluoromethyl)pyrrolidine-1-carboxamide